ethyl 3-bromoimidazo[1,5-a]pyridine-6-carboxylate BrC1=NC=C2N1C=C(C=C2)C(=O)OCC